FC1(CC(C1)CN1N=C(C(=C1C(=O)OCC)C)C(C(F)F)C)F ethyl 1-((3,3-difluorocyclobutyl)methyl)-3-(1,1-difluoropropan-2-yl)-4-methyl-1H-pyrazole-5-carboxylate